COC=1C=C2C(=C(C=NC2=CC1)C(=O)N1CCN(CC1)C(=O)OCC)N1CCC2(OCCO2)CC1 Ethyl 4-(6-methoxy-4-(1,4-dioxa-8-azaspiro[4.5]decan-8-yl)quinoline-3-carbonyl)piperazine-1-carboxylate